amino-1,3-dimethyluracil NC=1C(N(C(N(C1)C)=O)C)=O